4-amino-6-chloro-N-(1-methyl-4-piperidyl)pyridine-2-carboxamide NC1=CC(=NC(=C1)Cl)C(=O)NC1CCN(CC1)C